(S)-2-(2,6-dioxopiperidin-3-yl)-4-((1-methyl-6-(2-methylpyridin-4-yl)-1H-indazol-5-yl)amino)isoindoline-1,3-dione O=C1NC(CC[C@@H]1N1C(C2=CC=CC(=C2C1=O)NC=1C=C2C=NN(C2=CC1C1=CC(=NC=C1)C)C)=O)=O